C[C@H](O)[C@@H](O)[C@@H](O)[C@H](O)C 1,6-dideoxygalactitol